ethyl 6-((1-(cyclopropylsulfonyl)cyclopropyl)methyl)-1-(4-methoxybenzyl)-7-oxo-4,5,6,7-tetrahydro-1H-pyrazolo[3,4-c]pyridine-3-carboxylate C1(CC1)S(=O)(=O)C1(CC1)CN1C(C2=C(CC1)C(=NN2CC2=CC=C(C=C2)OC)C(=O)OCC)=O